1-((3-exo)-3-((4-((5-methyl-1H-pyrazol-3-yl)amino)quinazolin-2-yl)amino)-8-azabicyclo[3.2.1]oct-8-yl)ethane-1-one CC1=CC(=NN1)NC1=NC(=NC2=CC=CC=C12)NC1CC2CCC(C1)N2C(C)=O